C1(CC1)C=1SC=C(N1)[C@H](CC1=CC=C(C=C1)NS(=O)(=O)O)NC=1SC=C(N1)C1=CC(=CC=C1)OC 4-{(S)-2-(2-cyclopropylthiazol-4-yl)-2-[4-(3-methoxyphenyl)-thiazol-2-ylamino]ethyl}phenylaminosulfonic acid